2-((3aR,6aS)-hexahydropyrrolo[3,4-c]pyrrol-2(1H)-yl)-4-methylfuran C1N(C[C@@H]2[C@H]1CNC2)C=2OC=C(C2)C